ClC1=C(C(=O)N[C@H](C(=O)OC(C)(C)C)CC2=CC=C(C=C2)C=2C(N(N=CC2OCCOCCOCCOCCOS(=O)(=O)C)C)=O)C(=CN=C1)Cl tert-butyl (S)-2-(3,5-dichloroisonicotinamido)-3-(4-(2-methyl-5-(2-(2-(2-(2-((methylsulfonyl)oxy)ethoxy)ethoxy)ethoxy)ethoxy)-3-oxo-2,3-dihydropyridazin-4-yl)phenyl)propanoate